3-(3-Methoxyazetidin-1-yl)-4-(methyl(4-(5-(trifluoromethyl)-1,2,4-oxadiazol-3-yl)benzyl)amino)cyclobut-3-en-1,2-dion COC1CN(C1)C=1C(C(C1N(CC1=CC=C(C=C1)C1=NOC(=N1)C(F)(F)F)C)=O)=O